C12C(C(C(C(C1C(=O)O)C(=O)O)C=C2)C(=O)O)C(=O)O bicyclo[2.2.2]octan-7-ene-2,3,5,6-tetracarboxylic acid